N,N-di(2-hydroxyethyl)-N-(2-hydroxypropyl)amine OCCN(CC(C)O)CCO